FC(C1=C(C(C2=CC=C(C=C2)Cl)OC2CN(C2)C(=O)NC(C)(C)C)C=CC(=C1)F)(F)F 3-[2-(trifluoromethyl)-4-fluoro-4'-chlorobenzhydryloxy]-N-(tert-butyl)azetidine-1-carboxamide